2,2-bis(hydroxymethyl)-6-[3-(pyridin-4-yl)-1,2,4-oxadiazol-5-yl]-3,4-dihydro-2H-1-benzopyran-4-one OCC1(OC2=C(C(C1)=O)C=C(C=C2)C2=NC(=NO2)C2=CC=NC=C2)CO